1-methylpropylphosphonate copper [Cu+2].CC(CC)P([O-])([O-])=O